ClC1=CC(N(C(N1)=O)C1CCC1)=O 6-chloro-3-cyclobutylpyrimidine-2,4(1H,3H)-dione